4-[4-[(5-tert-butyl-2-quinolin-6-ylpyrazol-3-yl)carbamoylamino]-3-fluorophenoxy]-N-methylpyridine-2-carboxamide (E)-4-((hydroxyimino)methyl)-2-methylbenzoate O\N=C\C1=CC(=C(C(=O)O)C=C1)C.C(C)(C)(C)C=1C=C(N(N1)C=1C=C2C=CC=NC2=CC1)NC(=O)NC1=C(C=C(OC2=CC(=NC=C2)C(=O)NC)C=C1)F